CN1N=C(C=C1C1=NC(=NC(=N1)C1=NC(=CC=C1)C(F)(F)F)NC1=CC(=NC=C1)C(F)(F)F)C(F)(F)F 4-(1-methyl-3-(trifluoromethyl)-1H-pyrazol-5-yl)-6-(6-(trifluoromethyl)pyridin-2-yl)-N-(2-(trifluoromethyl)pyridin-4-yl)-1,3,5-triazin-2-amine